FC=1C=CC(=C(C1)C1CC1)OC 1-(5-fluoro-2-methoxyphenyl)cyclopropane